3-(dibenzofuran-4-yl)phenylboronic acid C1=CC=C(C=2OC3=C(C21)C=CC=C3)C=3C=C(C=CC3)B(O)O